pyridinium (2S,5R)-N'-(2-methylpropanoyl)-7-oxo-6-(sulfooxy)-1,6-diazabicyclo[3.2.1]octane-2-carbohydrazide CC(C(=O)NNC(=O)[C@H]1N2C(N([C@H](CC1)C2)OS(=O)(=O)O)=O)C.[NH+]2=CC=CC=C2